IC=1C(=C2C(=NC1)C1=C(O2)C=C(C=C1)C#N)NC(C)C 3-iodo-4-(isopropylamino)benzofurano[3,2-b]pyridine-7-carbonitrile